3-methyl-3-pentyl mercaptan CC(CC)(CC)S